tetrahydro-2H-pyran-2-carbaldehyde O1C(CCCC1)C=O